O=C(C[C@@H]1CN(CC1)C(=O)OC(C)(C)C)N1C(O[C@@H]([C@@H]1C1=CC=CC=C1)C1=CC=CC=C1)=O tert-Butyl (3R)-3-[2-oxo-2-[(4S,5R)-2-oxo-4,5-diphenyl-oxazolidin-3-yl]ethyl]pyrrolidine-1-carboxylate